tert-butyl 4-methoxy-5-methyl-7,8-dihydro-1,6-naphthyridine-6(5H)-carboxylate COC1=CC=NC=2CCN(C(C12)C)C(=O)OC(C)(C)C